2-[2,4-Bis(trifluoromethyl)phenyl]-N-(4-fluorophenyl)-N-{[5-(2-methoxypyridin-3-yl)-1,3,4-oxadiazol-2-yl]methyl}acetamide FC(C1=C(C=CC(=C1)C(F)(F)F)CC(=O)N(CC=1OC(=NN1)C=1C(=NC=CC1)OC)C1=CC=C(C=C1)F)(F)F